methanesulfonic acid, methanesulfonic acid salt CS(=O)(=O)O.CS(=O)(=O)O